tert-butyl (S)-3-((6-amino-4-methylpyridin-2-yl)amino)piperidine-1-carboxylate NC1=CC(=CC(=N1)N[C@@H]1CN(CCC1)C(=O)OC(C)(C)C)C